[O-]S(=O)(=O)C(F)(F)F.C(CCCCCCC)[N+]1=CC(=CC=C1)CCCC 1-Octyl-3-butylpyridinium triflat